C(#N)C=1C=C(C=CC1)C=1N=C(SC1C1=CC(=NC(=C1)C)C)NC(=O)N1CCC(CC1)S(=O)(=O)C N-[4-(3-cyanophenyl)-5-(2,6-dimethyl-4-pyridyl)thiazol-2-yl]-4-methylsulfonyl-piperidine-1-carboxamide